BrC1=CC=CC(=N1)C(=O)NC1=CC(=C(C=C1)NC(=O)[C@H]1CN(CCC1)C(=O)OC(C)(C)C)F tert-butyl (R)-3-((4-(6-bromopicolinamido)-2-fluorophenyl)carbamoyl)piperidine-1-carboxylate